6-[1-(2-Fluoro-6-methyl-phenyl)-piperidin-4-yl]-1-(2-fluoro-2-methyl-propyl)-4-(2-trifluoromethyl-benzyl)-1,4,6,7-tetrahydro-pyrazolo[4,3-d]pyrimidin-5-on FC1=C(C(=CC=C1)C)N1CCC(CC1)N1C(N(C2=C(C1)N(N=C2)CC(C)(C)F)CC2=C(C=CC=C2)C(F)(F)F)=O